tert-butyl (2-(2-(2-(7-((5-chloro-1-methyl-6-oxo-1,6-dihydropyridazin-4-yl)amino)-3,4-dihydroisoquinolin-2(1H)-yl)ethoxy)ethoxy)ethyl)carbamate ClC1=C(C=NN(C1=O)C)NC1=CC=C2CCN(CC2=C1)CCOCCOCCNC(OC(C)(C)C)=O